FC1([C@H]([C@@H]1C(=O)OC)C(=O)O)F |r| Trans-rac-2,2-difluoro-3-methoxycarbonyl-cyclopropanecarboxylic acid